NCCONC(=O)C=1C(=C(C2=C(N(C=N2)C)C1)F)NC1=C(C=C(C=C1)Br)F N-(2-aminoethoxy)-5-((4-bromo-2-fluorophenyl)amino)-4-fluoro-1-methyl-1H-benzo[d]imidazole-6-carboxamide